NC1=C(C=CC=C1)NC(C(C1=C(C=CC=C1)OC)N1C(C2=CC(=CC=C2C1)Br)=O)=O N-(2-aminophenyl)-2-(6-bromo-1-oxoisoindol-2-yl)-2-(2-methoxyphenyl)acetamide